ClC1=CC=C2C(=N1)N=C(O2)S 5-chloro-oxazolo[4,5-b]pyridine-2-thiol